CC12C(=O)OC(C1CCCC2)=O methyl-pentahydrophthalic anhydride